4-(tert-butoxycarbonylamino)-1-fluoro-cyclohexanecarboxylic acid C(C)(C)(C)OC(=O)NC1CCC(CC1)(C(=O)O)F